BrC=1C2=CC=C(C=C2C(=C2C=CC(=CC12)C1=CC=CC=C1)C1=CC=CC=C1)C1=CC=CC=C1 9-bromo-2,6,10-triphenylanthracene